N(N)C1=NC=CC=C1SC 2-hydrazino-3-(methylsulfanyl)pyridine